chloro[tri(p-trifluoromethylphenyl)phosphine] gold (I) [Au+].ClC1=C(C=CC(=C1)C(F)(F)F)P(C1=CC=C(C=C1)C(F)(F)F)C1=CC=C(C=C1)C(F)(F)F